FC1=C(C(=CC(=C1)SC1CN(C1)CCCCC)F)[C@H]1[C@@H](N(CC=2C3=C(C=CC12)NN=C3)C)CC(C)C (6S,7S)-6-(2,6-Difluoro-4-((1-pentylazetidin-3-yl)thio)phenyl)-7-isobutyl-8-methyl-6,7,8,9-tetrahydro-3H-Pyrazolo[3,4-h]isochinolin